1-[6-[4-(3-chloro-2,4-difluoro-anilino)pyrido[3,2-d]pyrimidin-6-yl]-1,6-diazaspiro[3.3]heptan-1-yl]prop-2-en-1-one ClC=1C(=C(NC=2C3=C(N=CN2)C=CC(=N3)N3CC2(CCN2C(C=C)=O)C3)C=CC1F)F